Methyl 6-((tert-butoxycarbonyl)amino)-4-(ethyl(methyl)amino)pyridazine-3-carboxylate C(C)(C)(C)OC(=O)NC1=CC(=C(N=N1)C(=O)OC)N(C)CC